COC=1C2=C(N=C(N1)N1CC(C1)NC(OCC1=CC=CC=C1)=O)CNCC2 benzyl (1-(4-methoxy-5,6,7,8-tetrahydropyrido[3,4-d]pyrimidin-2-yl)azetidin-3-yl)carbamate